COC1=C(CN2[C@H]3[C@@H](OC4(C2=O)CC4)CC=4C=C(C=CC43)I)C=CC(=C1)OC cis-4'-(2,4-dimethoxybenzyl)-7'-iodo-4',4a',9',9a'-tetrahydro-3'H-spiro[cyclopropane-1,2'-indeno[2,1-b][1,4]oxazin]-3'-one